C(C1=CC=CC=C1)OC[C@H]1NC=2C(OC1)=CSC2C(=O)OC methyl (3R)-3-(benzyloxymethyl)-3,4-dihydro-2H-thieno[3,4-b][1,4]oxazine-5-carboxylate